(Z)-3-((4-(benzo[d][1,3]dioxol-5-ylmethylene)-5-oxo-4,5-dihydro-1H-imidazol-2-yl)(phenyl)amino)propionic acid O1COC2=C1C=CC(=C2)\C=C\2/N=C(NC2=O)N(CCC(=O)O)C2=CC=CC=C2